ClC=1C=CC(=C(C1)NC(=O)[C@@H]1[C@H]2CCO[C@@H]12)C(NC)=O |o1:10,11,15| rel-(1R,5R,6R)-N-[5-chloro-2-(methylcarbamoyl)phenyl]-2-oxabicyclo-[3.1.0]hexane-6-carboxamide